C(#N)C1=C(SC(=C1)C(CO)(C)O)S(=O)(=O)NC(NC1=C2CCCC2=CC=C1[C@H](C)C1CC1)=O 3-Cyano-N-((5-((R)-1-cyclopropylethyl)-2,3-dihydro-1H-inden-4-yl)carbamoyl)-5-(1,2-dihydroxypropan-2-yl)thiophene-2-sulfonamide